C(C)C=1NCCN1 2-ethylimidazolin